5-propenyl-uridine C(=CC)C=1C(NC(N([C@H]2[C@H](O)[C@H](O)[C@@H](CO)O2)C1)=O)=O